P([O-])([O-])(=[Se])[Se-] phosphordiselenoate